CN1C=NC2=C1C=C(C=C2)N 1-methyl-1H-benzo[d]imidazol-6-amine